C(CC=O)C[NH3+] The molecule is an ammonium ion that is the conjugate acid of 4-aminobutanal; major species at pH 7.3. It has a role as a human metabolite and a Saccharomyces cerevisiae metabolite. It is an ammonium ion derivative, an organic cation and an omega-ammonioaldehyde. It is a conjugate acid of a 4-aminobutanal.